(2,6-DIOXO-PIPERIDIN-4-YL)-ACETALDEHYDE O=C1NC(CC(C1)CC=O)=O